N-vinyl-benzamide C(=C)NC(C1=CC=CC=C1)=O